2-(dinonylamino)-N-methylacetamide C(CCCCCCCC)N(CC(=O)NC)CCCCCCCCC